C(C)(C)(C)OC(=O)N1C[C@H](CCC1)C1=CC=CC=2NCCOC21 |r| Racemic-3-(3,4-dihydro-2H-1,4-benzoxazin-8-yl)piperidine-1-carboxylic acid tert-butyl ester